C1(=CC=CC=C1)N1N=CC(=C1)C(=O)NC(C(=O)NC(C(=O)OC)=C)=C methyl 2-(2-(1-phenyl-1H-pyrazole-4-carboxamido)acrylamido)acrylate